2-cyclohexylmethyl-2-isobutylsuccinic acid dineopentyl ester C(C(C)(C)C)OC(C(CC(=O)OCC(C)(C)C)(CC(C)C)CC1CCCCC1)=O